CC(C(=O)N1[C@H](COC2=C(C1)C=CC(=C2)C2=NOC(=N2)C(F)(F)F)C2=CC=CC=C2)(C)C 2,2-dimethyl-1-[(3S)-3-phenyl-8-[5-(trifluoromethyl)-1,2,4-oxadiazol-3-yl]-3,5-dihydro-2H-1,4-benzoxazepin-4-yl]propan-1-one